O=C1N(CC2=CC(=CC=C12)C1CCN(CC1)C[C@@H]1CC[C@H](CC1)C(F)(F)F)C1C(NC(CC1)=O)=O trans-3-(1-oxo-5-(1-((4-(trifluoro-methyl)cyclohexyl)methyl)piperidin-4-yl)isoindolin-2-yl)piperidine-2,6-dione